C1(CCCC1)C1=CC(=C(C(=C1)C)NC(C1=C(C=CC(=C1)[N+](=O)[O-])SC1=NN=NN1C)=O)F N-(4-cyclopentyl-2-fluoro-6-methylphenyl)-2-[(1-methyl-1H-1,2,3,4-tetrazol-5-yl)sulfanyl]-5-nitrobenzamide